1-{4-[(2S)-2,3-dihydro-1,4-benzodioxin-2-yl]benzyl}ethanone O1[C@H](COC2=C1C=CC=C2)C2=CC=C(CC(C)=O)C=C2